FC(C[Si](OCC)(OCC)OCC)C 2-fluoropropyltriethoxysilane